Cl.N1CC(C1)C1(N(CC(C1)O)C)C(=O)N azetidin-3-yl-4-hydroxy-1-methylpyrrolidine-2-carboxamide hydrochloride